(4-(5-hydroxy-pyridin-3-yl)benzamido)thiophene-3-carboxamide OC=1C=C(C=NC1)C1=CC=C(C(=O)NC=2SC=CC2C(=O)N)C=C1